METHYLENEDICYCLOHEXYLAMINE C=C1CCCCC1NC2CCCCC2